OC1=C(C=CC(=C1)C=1C=NNC1)C1=CC=C(N=N1)C(=O)N1CCNCC1 (6-(2-hydroxy-4-(1H-pyrazol-4-yl)phenyl)pyridazin-3-yl)(piperazin-1-yl)methanone